7-(3-(((tert-butoxycarbonyl) amino) methyl) phenyl)-5-formylbenzofuran-4-yl trifluoromethanesulfonate FC(S(=O)(=O)OC1=C(C=C(C2=C1C=CO2)C2=CC(=CC=C2)CNC(=O)OC(C)(C)C)C=O)(F)F